octane-7-carboxamide CCCCCCC(C)C(=O)N